C(C(=C)C)(=O)OC1C2C=CC(C1O)C2 5-methacryloyloxy-6-hydroxynorbornene